CC(=O)OCC1=C(N2[C@@H]([C@@H](C2=O)NC(=O)/C(=N\\OC)/C3=CSC(=N3)N)SC1)C(=O)[O-] The molecule is a cephalosporin carboxylic acid anion having acetoxymethyl and [2-(2-amino-1,3-thiazol-4-yl)-2-(methoxyimino)acetyl]amino side-groups, formed by proton loss from the carboxy group of the cephalosporin cefotaxime. It is a conjugate base of a cefotaxime.